ClC1=C2C[C@@H]([C@H](C2=CC(=C1)Cl)OC1=CC=CC=C1)N1[C@H](CCCC1)C 4-[[(1S,2S)-4,6-dichloro-2-[(2S)-2-methylpiperidin-1-yl]-2,3-dihydro-1H-inden-1-yl]oxy]benzene